(S)-N-(5-(cyclopropylmethoxy)pyrazin-2-yl)-2-((R)-3-hydroxy-3-(trifluoromethyl)piperidin-1-yl)propanamide C1(CC1)COC=1N=CC(=NC1)NC([C@H](C)N1C[C@](CCC1)(C(F)(F)F)O)=O